2-(4-(4-(aminomethyl)-1-oxo-1,2-dihydrophthalazin-6-yl)-1-methyl-1H-pyrazol-5-yl)-4,6-dichlorobenzonitrile NCC1=NNC(C2=CC=C(C=C12)C=1C=NN(C1C1=C(C#N)C(=CC(=C1)Cl)Cl)C)=O